BrC1=CC=2C3=C(N=NC2C=C1)N(C(N3[C@@H]3C[C@H](C3)OC)=O)C 8-bromo-1-(trans-3-methoxycyclobutyl)-3-methyl-1,3-dihydro-2H-imidazo[4,5-c]cinnolin-2-one